C(CCC)C(C(C1=CC=CC=C1)=O)(C(C1=CC=CC=C1)=O)OC butylmethoxydibenzoylmethane